BrC=1C(=CC(=NC1)N)C(F)(F)F 5-bromo-4-(trifluoromethyl)-2-pyridylamine